N-(2'-chloro-3-fluoro-[2,4'-bipyridin]-3'-yl)-2-isopropylpyrimidine-5-carboxamide ClC1=NC=CC(=C1NC(=O)C=1C=NC(=NC1)C(C)C)C1=NC=CC=C1F